C1(=CC=CC=C1)N=[N+]=[N-] phenyl azide